C[N+]12CCC(CC1)CC2 1-methylquinuclidin-1-ium